C(C(C)C)OCCO 2-isoButoxyethanol